(1-(2-((perfluorophenoxy)carbonyl)benzo[b]thiophen-5-yl)ethyl)phosphonic acid FC1=C(OC(=O)C2=CC3=C(S2)C=CC(=C3)C(C)P(O)(O)=O)C(=C(C(=C1F)F)F)F